FC(C1=CC=CC(=N1)NC(=O)C=1C(=NC=2N(C1)C=C(N2)[C@@]21CO[C@@](CC2)(C1)C)OC(C)C)F N-(6-(difluoromethyl)pyridin-2-yl)-7-isopropoxy-2-((1S,4R)-1-methyl-2-oxabicyclo[2.2.1]hept-4-yl)imidazo[1,2-a]pyrimidine-6-carboxamide